C(C)(C)(C)OC(=O)NCC(C(=O)OC)C1=CC=C(C=C1)COC(NC)=O methyl 3-[(tert-butoxycarbonyl) amino]-2-(4-{[(methylcarbamoyl) oxy] methyl} phenyl)-propanoate